3-bromo-6-(5-(6-methylpyridin-2-yl)-1-((2-(trimethylsilyl)ethoxy)methyl)-1H-imidazol-4-yl)quinoline BrC=1C=NC2=CC=C(C=C2C1)C=1N=CN(C1C1=NC(=CC=C1)C)COCC[Si](C)(C)C